NC=1OC2=C(C=NC=C2N2C[C@]3(C[C@@H]3C(=O)N3[C@H](C4=C(C=C(C=C4CC3)Cl)Cl)C)CC2)N1 ((1S,3R)-5-(2-aminooxazolo[4,5-c]pyridin-7-yl)-5-azaspiro[2.4]heptan-1-yl)((S)-6,8-dichloro-1-methyl-3,4-dihydroisoquinolin-2(1H)-yl)methanone